ClC1=NC(=C2N=CN(C2=N1)[C@H]1[C@H]([C@@H]([C@H](O1)COP(=O)(OC)CP(OC)(O)=O)O)F)N(C)C1CCCC1 Methyl hydrogen (((((2R,3R,4S,5R)-5-(2-chloro-6-(cyclopentyl(methyl)amino)-9H-purin-9-yl)-4-fluoro-3-hydroxytetrahydrofuran-2-yl)methoxy)(methoxy)phosphoryl)methyl)-phosphonate